N1C=C(C2=CC=CC=C12)C1=NC(=C(C(=O)OCC)C=C1)C ethyl 6-(1H-indol-3-yl)-2-methylnicotinate